(tosyloxy)piperidine S(=O)(=O)(C1=CC=C(C)C=C1)ON1CCCCC1